O1COC2=C1C=CC(=C2)CC=2N(C1=C(C(N(C=3C=C(C=CC13)Cl)C=1C(=NC=CC1)C)=O)N2)C 2-(benzo[d][1,3]dioxol-5-ylmethyl)-7-chloro-1-methyl-5-(2-methylpyridin-3-yl)-1,5-dihydro-4H-imidazo[4,5-c]quinolin-4-one